N-(3-bromophenyl)-N-((4-(3-cyclopropyl-1,2,4-oxadiazol-5-yl)bicyclo[2.2.2]octan-1-yl)methyl)cyclopropanesulfonamide BrC=1C=C(C=CC1)N(S(=O)(=O)C1CC1)CC12CCC(CC1)(CC2)C2=NC(=NO2)C2CC2